6-(((3R,4S)-4-methoxypiperidin-3-yl)amino)-N-(6-(o-tolyl)-5-(trifluoromethyl)pyridin-2-yl)pyridine-2-sulfonamide CO[C@@H]1[C@@H](CNCC1)NC1=CC=CC(=N1)S(=O)(=O)NC1=NC(=C(C=C1)C(F)(F)F)C1=C(C=CC=C1)C